C(C)(C)(C)OC(=O)N1CC2=C(CC1)C(=NO2)O.FC2=CC(=C(N)C(=C2)C=2C=NC=CC2)C(C)C 4-fluoro-2-isopropyl-6-(pyridin-3-yl)aniline tert-butyl-3-hydroxy-4,7-dihydroisoxazolo[5,4-c]pyridine-6(5H)-carboxylate